2-((4-(7-((1H-indazol-6-yl)methyl)-2,7-diazaspiro[4.4]non-2-yl)pyrimidin-5-yl)oxy)-5-fluoro-N-isopropyl-N-methylbenzamide N1N=CC2=CC=C(C=C12)CN1CC2(CCN(C2)C2=NC=NC=C2OC2=C(C(=O)N(C)C(C)C)C=C(C=C2)F)CC1